2,4,6-tris(2,4-dihydroxy-3-methylphenyl)triazine OC1=C(C=CC(=C1C)O)N1NC(=CC(=N1)C1=C(C(=C(C=C1)O)C)O)C1=C(C(=C(C=C1)O)C)O